N-[3-(6-amino-3-pyridinyl)-4-methylphenyl]-4-ethoxy-1-(4-fluorophenyl)-1,2-dihydro-2-oxo-3-pyridinecarboxamide NC1=CC=C(C=N1)C=1C=C(C=CC1C)NC(=O)C=1C(N(C=CC1OCC)C1=CC=C(C=C1)F)=O